(S)-(-)-1-tert-butoxycarbonyl-2-pyrrolidinemethanol C(C)(C)(C)OC(=O)N1[C@@H](CCC1)CO